(2R)-2-[6-(5-chloro-2-{[(3R,4R)-3,4-dihydroxycyclopentyl]amino}pyrimidin-4-yl)-1-oxo-2,3-dihydro-1H-isoindol-2-yl]-N-[(1R)-1-(3-fluoro-5-methoxyphenyl)ethyl]propionamide ClC=1C(=NC(=NC1)NC1C[C@H]([C@@H](C1)O)O)C1=CC=C2CN(C(C2=C1)=O)[C@@H](C(=O)N[C@H](C)C1=CC(=CC(=C1)OC)F)C